Nα-allyl-serine C(C=C)N[C@@H](CO)C(=O)O